C(C1CO1)[N+](CC=C)(CC1=CC=CC=C1)CCP(O)(O)=O 2-(N-glycidyl-N-benzyl-N-allylammonio)ethyl-phosphonic acid